4-((2-acryloyl-5-oxa-2,8-diazaspiro[3.5]non-8-yl)methyl)-N-(4-(4-morpholino-7H-pyrrolo[2,3-d]pyrimidin-6-yl)phenyl)picolinamide C(C=C)(=O)N1CC2(C1)OCCN(C2)CC2=CC(=NC=C2)C(=O)NC2=CC=C(C=C2)C2=CC1=C(N=CN=C1N1CCOCC1)N2